OC1=C(C(=O)OCCCCCCCCCCOC2=CC=C(C=C2)C2=CC=CC=C2)C=C(C=C1)O 10-(4-phenylphenoxy)decyl 2,5-dihydroxybenzoate